C(OC(C)(C)C)(OC[C@@H]1C=C[C@@H](C1)N1C2=NC(=NC(=C2N=C1)Cl)N(C(=O)OC(C)(C)C)C(=O)OC(C)(C)C)=O tert-butyl [(1S,4R)-4-[2-[bis(tert-butoxycarbonyl)amino]-6-chloro-purin-9-yl]cyclopent-2-en-1-yl]methyl carbonate